[Cl-].C(#N)C1=CN=C(S1)N1N=CN=C1[C@H](C)[NH3+] [(1S)-1-[2-(5-cyanothiazol-2-yl)-1,2,4-triazol-3-yl]ethyl]ammonium chloride